((1R,2S,3R,4R)-2,3-dihydroxy-4-(hydroxymethyl)-3,4-dimethylcyclopentyl)carbamic acid tert-butyl ester C(C)(C)(C)OC(N[C@H]1[C@@H]([C@]([C@@](C1)(C)CO)(C)O)O)=O